tert-butyl 3-(4-amino-7-(2-((2S,4R)-2-((3-chloro-2-fluorobenzyl)carbamoyl)-4-fluoropyrrolidin-1-yl)-2-oxoethyl)-7H-pyrrolo[2,3-d]pyrimidin-5-yl)-1H-indole-1-carboxylate NC=1C2=C(N=CN1)N(C=C2C2=CN(C1=CC=CC=C21)C(=O)OC(C)(C)C)CC(=O)N2[C@@H](C[C@H](C2)F)C(NCC2=C(C(=CC=C2)Cl)F)=O